FC=1C=C(C=CC1)CN1C(CCC2=CC(=CC=C12)[N+](=O)[O-])=O 1-[(3-fluorophenyl)methyl]-6-nitro-3,4-dihydroquinolin-2-one